Cl.FC(CN1N=CC=2C1=NC(=CN2)N2C(C1(CC2)CC2CCC(C1)N2)=O)F 1'-(1-(2,2-difluoroethyl)-1H-pyrazolo[3,4-b]pyrazin-6-yl)-8-azaspiro[bicyclo[3.2.1]octane-3,3'-pyrrolidin]-2'-one hydrochloride